NC(C(=O)OC1=CC=C(C2=CC=CC=C12)[N+](=O)[O-])(C)C (4-nitronaphthalen-1-yl) aminot-butanoate